diphenyl-binaphthalene C1(=CC=CC=C1)C=1C(=C(C2=CC=CC=C2C1)C1=CC=CC2=CC=CC=C12)C1=CC=CC=C1